3-(3,3-bis(4-fluorophenyl)allyl)-1,3-diphenylpropane FC1=CC=C(C=C1)C(=CCC(CCC1=CC=CC=C1)C1=CC=CC=C1)C1=CC=C(C=C1)F